adenosine 5'-[γ-thio]triphosphate C1=NC(=C2C(=N1)N(C=N2)[C@H]3[C@@H]([C@@H]([C@H](O3)COP(=O)(O)OP(=O)(O)OP(=S)(O)O)O)O)N